3'-Bromo-2'-(4-fluorophenyl)-4'H,6'H-spiro[cyclopropane-1,5'-pyrrolo[1,2-b]pyrazole] BrC1=C2N(N=C1C1=CC=C(C=C1)F)CC1(C2)CC1